5-hydroxy-N-(isoxazol-4-yl)-1-methyl-6-oxo-2-(1-(phenylsulfonyl)piperidin-3-yl)-1,6-dihydropyrimidine-4-carboxamide OC1=C(N=C(N(C1=O)C)C1CN(CCC1)S(=O)(=O)C1=CC=CC=C1)C(=O)NC=1C=NOC1